ONC(C1=CC=C(C=C1)CN1N=C(C=C1C=1C=C2C(N(C=NC2=CC1)C)=O)C1=CC2=C(C=C1)OCO2)=O N-hydroxy-4-{[5-(3-methyl-4-oxo-3,4-dihydroquinazolin-6-yl)-3-(3,4-methylenedioxyphenyl)-1H-pyrazol-1-yl]methyl}benzamide